Methyl ((S)-2-(benzyloxy)-N-(tert-butoxycarbonyl)-4-methylphenylsulfonimidoyl)-L-prolinate C(C1=CC=CC=C1)OC1=C(C=CC(=C1)C)[S@](=O)(=NC(=O)OC(C)(C)C)N1[C@@H](CCC1)C(=O)OC